4-((5-carbamoyl-2-isopropylimidazo[4,5-b]pyridin-1-yl)methyl)phenylboronic acid C(N)(=O)C1=CC=C2C(=N1)N=C(N2CC2=CC=C(C=C2)B(O)O)C(C)C